OOC(=O)C1=NC(=C(C(=N1)O)O)O tetrahydroxypyrimidinecarboxylic acid